N-phenyl-1-{[4-(trifluoromethyl)phenyl]amino}methanamide Tert-butyl-(12aR)-7-amino-9-bromo-10-chloro-3,4,12,12a-tetrahydro-6H-pyrazino[2,1-c][1,4]benzoxazepine-2(1H)-carboxylate C(C)(C)(C)OC(=O)N1C[C@@H]2COC3=C(CN2CC1)C(=CC(=C3Cl)Br)N.C3(=CC=CC=C3)NC(=O)NC3=CC=C(C=C3)C(F)(F)F